O(S(=O)(=O)C(F)(F)F)C1=CCC2(CC2)CC1 spiro[2.5]oct-5-en-6-yl triflate